CN(C)CC=1C=CC=C2C(=NCNC12)N 8-[(dimethylamino)methyl]-1,2-dihydroquinazolin-4-amine